4,4-difluorocyclohexan-1-ol FC1(CCC(CC1)O)F